P(O)(=O)(OP(=O)(O)OP(=O)(O)O)OC[C@@H]1[C@H](C[C@@H](O1)N1C(=O)N=C(N)C=C1)O deoxycytidine-triphosphate